O1C2=C(OCC1)C=CC=C2 2,3-dihydrobenzo[b][1,4]dioxin